C(C)(C)(C)OC(C[C@H](C(=O)O)CC1=CC(=CC=C1)OC(F)F)=O (R)-4-(tert-butoxy)-2-(3-(difluoromethoxy)-benzyl)-4-oxobutanoic acid